4-(4-((1R,4R)-2,5-diazabicyclo[2.2.2]octan-2-yl)-8-fluoro-2-(((S)-1-methylpyrrolidin-2-yl)methoxy)pyrido[4,3-d]pyrimidin-7-yl)naphthalen-2-ol [C@H]12N(C[C@H](NC1)CC2)C=2C1=C(N=C(N2)OC[C@H]2N(CCC2)C)C(=C(N=C1)C1=CC(=CC2=CC=CC=C12)O)F